1,4-dipropionoxybenzene C(CC)(=O)OC1=CC=C(C=C1)OC(CC)=O